C1(CC1)NC1=CC=C(C=N1)C1=NN(C=C1C(=O)N[C@@H]1C(NC2=C(C(=N1)C1=CC=CC=C1)C=CC=C2F)=O)C2CCOCC2 [6-(Cyclopropylamino)pyridin-3-yl]-1-(Oxacyclohex-4-yl)-N-[(3S)-9-fluoro-2-oxo-5-phenyl-1,3-dihydro-1,4-benzodiazepine-3-Yl]pyrazole-4-carboxamide